2-ethyl-6-chloro-9-acryloyloxy-10-methoxy-1,2,3,4-tetrahydroanthracene C(C)C1CC2=C(C3=CC=C(C=C3C(=C2CC1)OC)Cl)OC(C=C)=O